1-(2-(Trifluoromethyl)pyridin-4-yl)azetidin-3-yl 4-(azetidin-1-yl)-2-ethyl-5,7-dihydro-6H-pyrrolo[3,4-d]-pyrimidine-6-carboxylate hemifumarate C(\C=C\C(=O)O)(=O)O.N1(CCC1)C=1C2=C(N=C(N1)CC)CN(C2)C(=O)OC2CN(C2)C2=CC(=NC=C2)C(F)(F)F.FC(F)(F)C2=NC=CC(=C2)N2CC(C2)OC(=O)N2CC=1N=C(N=C(C1C2)N2CCC2)CC